C(CCCCCCC)SC1=NC(=NC(=N1)SCCCCCCCC)NC1=CC(=C(C(=C1)C(C)(C)C)O)C(C)(C)C 4-((4,6-Bis(octylsulfanyl)-1,3,5-triazin-2-yl)amino)-2,6-di-tert-butylphenol